S1NC=NC2=C1C=CC=C2 benzo-1,2,4-thiadiazine